3-methyl-5-(N-(2-fluorophenylethyl)sulfamoyl)benzofuran-2-carboxylic acid ethyl ester C(C)OC(=O)C=1OC2=C(C1C)C=C(C=C2)S(NCCC2=C(C=CC=C2)F)(=O)=O